isonitrile sodium [Na+].N#[C-]